2,4-dinitro-benzenesulfonic acid [N+](=O)([O-])C1=C(C=CC(=C1)[N+](=O)[O-])S(=O)(=O)O